C(C)(C)(C)OC(=O)N1C[C@@H](N(CC1)C(C1=CC=C(C=C1)F)C1=CC=C(C=C1)F)CC (S)-4-(bis(4-fluorophenyl)methyl)-3-ethylpiperazine-1-carboxylic acid tert-butyl ester